C(C=1C(O)=CC=CC1)(=O)N[C@@H](CC(=O)[O-])C(=O)[O-] N-salicyloyl-L-aspartate